2-vinyl-azepine C(=C)C=1NC=CC=CC1